(1-(1H-pyrazol-4-yl)ethyl)-3-methyl-4-(1-(6-(trifluoromethyl)pyridin-3-yl)cyclopropyl)-1H-pyrrole-2-carboxamide N1N=CC(=C1)C(C)N1C(=C(C(=C1)C1(CC1)C=1C=NC(=CC1)C(F)(F)F)C)C(=O)N